C(C)(C)(C)OC(=O)N1C(CCC(C1)N1CCCCC1)C 2-methyl-5-(1-piperidinyl)piperidine-1-carboxylic acid tert-butyl ester